[Zn+2].C(CCC)C(C(=O)[O-])CCCCCC.C(CCC)C(C(=O)[O-])CCCCCC 2-butyl-octanoic acid zinc salt